C(C1=CC=CC=C1)OCCC(S(=O)(=O)C)N1C(C(=NC(=C1)Br)N1[C@@H](COCC1)C)=O 1-(3-(benzyloxy)-1-(methylsulfonyl)propyl)-5-bromo-3-((R)-3-methylmorpholinyl)pyrazin-2(1H)-one